C(C)(C)(C)OC(=O)C1NN2C(C=NC=C2)=C1 Pyrazolo[1,5-a]Pyrazine-2(1H)-carboxylic acid tert-butyl ester